FC1=C2C3=C(NC2=C(C=C1F)NC)N=CC(=C3N3CCOCC3)C=3C=C1C(C(=CN(C1=NC3)C(CO)C)C(=O)O)=O 6-[5,6-difluoro-8-(methylamino)-4-morpholino-9H-pyrido[2,3-b]indol-3-yl]-1-(2-hydroxy-1-methyl-ethyl)-4-oxo-1,8-naphthyridine-3-carboxylic acid